perfluorodecyl-tetralone 1,5-naphthalenedisulfonate C1(=CC=CC=2C(=CC=CC12)S(=O)(=O)O)S(=O)(=O)O.FC1(C(C2=C(C(=C(C(=C2C(C1(F)F)(F)F)F)F)F)F)=O)C(C(C(C(C(C(C(C(C(C(F)(F)F)(F)F)(F)F)(F)F)(F)F)(F)F)(F)F)(F)F)(F)F)(F)F